OCCN1C=C(C(=C1C1=C(C=CC=C1)C(F)(F)F)C)C(=O)O 1-(2-hydroxyethyl)4-methyl-5-[2-(trifluoromethyl)phenyl]-1H-pyrrole-3-carboxylic acid